methyl 6-tert-butyl-2-[[3-chloro-2-(dimethylamino)phenyl]amino]pyridine-3-carboxylate C(C)(C)(C)C1=CC=C(C(=N1)NC1=C(C(=CC=C1)Cl)N(C)C)C(=O)OC